[Cl-].OC(C[N+](C)(C)C)C L-(-)-2-hydroxypropyl-trimethylammonium chloride